ClC=1C(=C(C=C2C=C(N=CC12)NC(=O)[C@H]1[C@@H](C1)C#N)C=1C=NC=CC1C)C#N |r| (±)-trans-N-(8-chloro-7-cyano-6-(4-methylpyridin-3-yl)isoquinolin-3-yl)-2-cyanocyclopropanecarboxamide